2-(2-(Azetidin-1-yl)-3-fluoropyridin-4-yl)-2-oxoethyl (3S,8aR)-7-(6-amino-3-chloro-2-fluorophenyl)-5-oxo-1,2,3,5,8,8a-hexahydroindolizine-3-carboxylate NC1=CC=C(C(=C1C1=CC(N2[C@@H](CC[C@@H]2C1)C(=O)OCC(=O)C1=C(C(=NC=C1)N1CCC1)F)=O)F)Cl